(S)-1-oxetan-3-yl-pyrrolidin-3-ol O1CC(C1)N1C[C@H](CC1)O